1-vinyl-3-hexylimidazole bromine salt [Br].C(=C)N1CN(C=C1)CCCCCC